N(C1=CC=CC=C1)C1=CC=C(C2=CC=CC=C12)OC=1N=C(SC1C1=NC(=NC=C1)N[C@@H]1CNC[C@H](C1)F)C 4-[4-[(4-anilino-1-naphthyl)oxy]-2-methyl-thiazol-5-yl]-N-[(3S,5S)-5-fluoro-3-piperidyl]pyrimidin-2-amine